BrC1=C(N=C2C=3C=C(C=NC3C=CN21)C=2C=NN(C2)COCC[Si](C)(C)C)C2=C(C=CC=C2Cl)Cl 3-Bromo-2-(2,6-dichlorophenyl)-9-(1-((2-(trimethylsilyl)ethoxy)methyl)-1H-pyrazol-4-yl)imidazo[2,1-f][1,6]naphthyridine